C(C)(C)(C)OC(=O)NC(CC1=CC=2N=C(N=C(C2O1)N(C(OC(C)(C)C)=O)CC1=CC=NC=C1)Cl)C tert-butyl N-(6-{2-[(tert-butoxycarbonyl)amino]propyl}-2-chlorofuro[3,2-d]pyrimidin-4-yl)-N-(pyridin-4-ylmethyl)carbamate